2-methylbisindeno[1,2-b:1',2'-e]pyrazine-6,12-dione CC=1C=C2C(C=3C(=NC4=C(N3)C3=CC=CC=C3C4=O)C2=CC1)=O